ClC=1C=C(C=C(C1OC=1C2=C(C(NC1)=O)C(CC2)C)Cl)N2N=C(C(NC2=O)=O)C#N 2-(3,5-Dichloro-4-((7-methyl-1-oxo-2,5,6,7-tetrahydro-1H-cyclopenta[c]pyridin-4-yl)oxy)phenyl)-3,5-dioxo-2,3,4,5-tetrahydro-1,2,4-triazine-6-carbonitrile